4-acryloyloxy-4-methoxybenzophenone C(C=C)(=O)OC1(CC=C(C(=O)C2=CC=CC=C2)C=C1)OC